[Hg].[Cd].[Te].[Pb] lead tellurium-cadmium-mercury